N[C@@H]1C2=CC=CC=C2CC12CCN(CC2)C=2NC(C1=C(N2)NN=C1C(=C)C1=C(C=CC=C1)Cl)=O (S)-6-(1-amino-1,3-dihydro-spiro[indene-2,4'-piperidin]-1'-yl)-3-(1-(2-chlorophenyl)vinyl)-1,5-dihydro-4H-pyrazolo[3,4-d]pyrimidin-4-one